NC1=NC=NC=2C3=C(\C(\C(C12)(C)C)=N/OCCC(C#N)(C)C)C=C(C=C3)O[C@@H]3CC[C@@H](CC3)N 4-[(Z)-[4-amino-8-(cis-4-aminocyclohexyloxy)-5,5-dimethyl-benzo[h]quinazolin-6-ylidene]amino]oxy-2,2-dimethyl-butyronitrile